Methyl 2-(3,3-difluoropyrrolidin-1-yl)-6-methylpyrimidine-4-carboxylate FC1(CN(CC1)C1=NC(=CC(=N1)C(=O)OC)C)F